[C@]12(C(=O)C[C@H](CC1)C2(C)C)CS(=O)(=O)O[C@@H]2C[C@H]1N(CCC3=CC(=C(C=C13)OC)OC)C[C@H]2CC(C)C (S)-(2R,3R,11bR)-3-isobutyl-9,10-dimethoxy-2,3,4,6,7,11b-hexahydro-1H-pyrido[2,1-a]isoquinolin-2-ol (S)-(+)-camphorsulfonate